4-[3,5-bis(trifluoromethyl)phenoxy]-2,5-difluoro-N-methanesulfonylbenzamide FC(C=1C=C(OC2=CC(=C(C(=O)NS(=O)(=O)C)C=C2F)F)C=C(C1)C(F)(F)F)(F)F